FC1(C(CNCC1)C=1C(=C2COC(C2=CC1)=O)C)F 5-(4,4-difluoropiperidin-3-yl)-4-methyl-isobenzofuran-1(3H)-one